C(C)NC(C)C Ethyl-(isopropyl)amine